FC=1C(=C(C(=CC1)F)C=1C(=CN(C1)C)C(=O)OC)C Methyl 4-(3,6-difluoro-2-methylphenyl)-1-methylpyrrole-3-carboxylate